3-[bis(2-hydroxyethyl)amino]propyltriethoxysilane OCCN(CCC[Si](OCC)(OCC)OCC)CCO